COC1=CC(=CC2=C1C(=NO2)NS(=O)(=O)C2=CC=C(C(=O)OC)C=C2)CN2N=CC(=C2)CNC(C#C)=O methyl 4-(N-(4-methoxy-6-((4-(propiolamidomethyl)-1H-pyrazol-1-yl)methyl)benzo[d]isoxazol-3-yl)sulfamoyl)benzoate